SC(C(=O)OCCCCCCCC\C=C/C\C=C/CCCCC)CC(=O)OCCCCCCCC\C=C/C\C=C/CCCCC di((9Z,12Z)-octadeca-9,12-dien-1-yl) 2-mercaptosuccinate